(R)-5'-Chloro-3-((S)-1-(4-chlorophenyl)ethyl)-1'-(prop-2-yn-1-yl)-4,6-dihydrospiro[[1,2,3]triazolo[4,5-b]pyridine-7,3'-indoline]-2',5(3H)-dione ClC=1C=C2[C@@]3(C(N(C2=CC1)CC#C)=O)C1=C(NC(C3)=O)N(N=N1)[C@@H](C)C1=CC=C(C=C1)Cl